N-{4-[2-(2-chloro-4-fluorophenyl)acetamido]pyridin-2-yl}-N-(4-fluorophenyl)acetamide ClC1=C(C=CC(=C1)F)CC(=O)NC1=CC(=NC=C1)N(C(C)=O)C1=CC=C(C=C1)F